2-Methoxy-4-(2-propynyl)-phenol COC1=C(C=CC(=C1)CC#C)O